2,4-dihydroxyphenylmethyl ketone OC1=C(C=CC(=C1)O)CC(=O)CC1=C(C=C(C=C1)O)O